N-[3-[3-(3-methoxyazetidin-1-yl)-1-(2-methylpropyl)pyrazolo[4,3-c]pyridin-6-yl]-1H-pyrazol-4-yl]-4-azaspiro[2.5]octane-4-carboxamide COC1CN(C1)C1=NN(C2=C1C=NC(=C2)C2=NNC=C2NC(=O)N2C1(CC1)CCCC2)CC(C)C